6-((2-methoxyquinolin-3-yl)methyl)-2,3-dihydro-1H-inden-1-one COC1=NC2=CC=CC=C2C=C1CC1=CC=C2CCC(C2=C1)=O